3-ethyl-7-((6-(4-fluorophenyl)-2,6-diazaspiro[3.3]heptan-2-yl)methyl)pyrido[3,4-b]pyrazin-2(1H)-one C(C)C=1C(NC2=C(N1)C=NC(=C2)CN2CC1(C2)CN(C1)C1=CC=C(C=C1)F)=O